7-methyl-6-(2-methyl-1,3-oxazol-4-yl)-3,4-dihydro-1H-spiro[1,8-naphthyridine-2,3'-pyrrolidine] CC1=C(C=C2CCC3(CNCC3)NC2=N1)C=1N=C(OC1)C